2-[(2R)-1-(3-amino-4-fluorophenyl)pyrrolidin-2-yl]ethanol NC=1C=C(C=CC1F)N1[C@H](CCC1)CCO